C(#N)C1CC12CN(C2)C(=O)OC(C)(C)C t-butyl 1-cyano-5-azaspiro[2.3]hexane-5-carboxylate